CN1N=CC=2C1=NC(=CC2N2CC1=C(CC2)N(N=C1C)CC12CCC(CC1)(CC2)N2CCS(CC2)(=O)=O)C 4-(4-((5-(1,6-dimethyl-1H-pyrazolo[3,4-b]pyridin-4-yl)-3-methyl-4,5,6,7-tetrahydro-1H-pyrazolo[4,3-c]pyridin-1-yl)methyl)bicyclo[2.2.2]octan-1-yl)thiomorpholine 1,1-dioxide